7-chloro-6-methoxy-3-(6-(4-(trifluoromethoxy)phenyl)pyridin-3-yl)-3,4-dihydroacridine-1,9(2H,10H)-dione ClC1=C(C=C2NC=3CC(CC(C3C(C2=C1)=O)=O)C=1C=NC(=CC1)C1=CC=C(C=C1)OC(F)(F)F)OC